4-[2-isopropoxyethyl-[4-(5,6,7,8-tetrahydro-1,8-naphthyridin-2-yl)butyl]amino]-2-[[2-phenylpropanoyl]amino]butanoic acid C(C)(C)OCCN(CCC(C(=O)O)NC(C(C)C1=CC=CC=C1)=O)CCCCC1=NC=2NCCCC2C=C1